4-(2,6-bis(4-(9'H-[9,3':6',9''-tercarbazol]-9'-yl)phenyl)pyridin-4-yl)benzonitrile C1=CC=CC=2C3=CC=CC=C3N(C12)C=1C=CC=2N(C3=CC=C(C=C3C2C1)N1C2=CC=CC=C2C=2C=CC=CC12)C1=CC=C(C=C1)C1=NC(=CC(=C1)C1=CC=C(C#N)C=C1)C1=CC=C(C=C1)N1C2=CC=C(C=C2C=2C=C(C=CC12)N1C2=CC=CC=C2C=2C=CC=CC12)N1C2=CC=CC=C2C=2C=CC=CC12